[2-(chloromethyl)-3-(trifluoromethyl)phenyl]ammonium ClCC1=C(C=CC=C1C(F)(F)F)[NH3+]